C(C1=CC=CC=C1)[N+]1=CC(=CC(=C1)C(=O)OC)CC(=O)OC benzyl-3-(2-methoxy-2-oxoethyl)-5-(methoxycarbonyl)pyridin-1-ium